OCC=1CN(C=CN1)C(=O)[O-] 3-(hydroxymethyl)pyrazin-1-carboxylate